FC=1C=C(C=CC1OC1=C2C(=NC=C1)N(N=C2NC[C@H](C)O)C2=C(C=CC(=C2)C)OC)NC(=O)C=2C(N(N1C2CCCC1)C1=CC=CC=C1)=O N-{3-fluoro-4-[(3-{[(2S)-2-hydroxypropyl]amino}-1-(2-methoxy-5-methylphenyl)pyrazolo[3,4-b]pyridin-4-yl)oxy]phenyl}-2-oxo-1-phenyl-4H,5H,6H,7H-pyrazolo[1,5-a]pyridine-3-carboxamide